FC(OC=1C=CC=2N(C1)C(=CN2)C2=CC=CC(=N2)NC2CC1(CNC1)CC2)F N-(6-(6-(difluorometh-oxy)imidazo[1,2-a]-pyridin-3-yl)pyridin-2-yl)-2-azaspiro[3.4]-octan-6-amine